2-amino-N-(5-(benzylthio)pyridin-2-yl)-3-phenylpropanamide Hydrochloride Cl.NC(C(=O)NC1=NC=C(C=C1)SCC1=CC=CC=C1)CC1=CC=CC=C1